C(CCCCCCCCCCC)(=O)OO peroxy-lauric acid